FC([C@H](O)C1=CC(=C(C=N1)C=1C(N(C2=CC(=NC=C2C1)NC(=O)C1CC1)C)=O)C)(C)F (R)-N-(3-(6-(2,2-difluoro-1-hydroxypropyl)-4-methylpyridin-3-yl)-1-methyl-2-oxo-1,2-dihydro-1,6-naphthyridin-7-yl)cyclopropanecarboxamide